3-methyl-3-(t-butylperoxy)-2-butanol CC(C(C)O)(C)OOC(C)(C)C